COC1=CC=C(C=C1)CN(C=1[C@H]2C([C@@H](CC1C(=O)OC)C2)(C)C)C(CC)=O Methyl (1R,5R)-2-[(4-methoxyphenyl) methyl-propanoyl-amino]-6,6-dimethyl-bicyclo[3.1.1]hept-2-ene-3-carboxylate